[Mo].[W] tungsten-molybdenum salt